ClC1=CC=C(CN2C=3N(C4=C(C2=O)CN(CC4)CC4=CC(=CC(=C4)Cl)Cl)CCCN3)C=C1 6-(4-chlorobenzyl)-3-(3,5-dichlorobenzyl)-1,2,3,4,6,8,9,10-octahydro-5H-pyrido[3,4-e]pyrimido[1,2-a]pyrimidin-5-one